ClC1=C(C=O)C=CC(=C1)OCCN1CCC(CC1)O 2-chloro-4-(2-(4-hydroxypiperidin-1-yl)ethoxy)benzaldehyde